ethyl 3-[5,7-difluoro-2-(4-fluorophenyl)-1H-indol-3-yl]-2,2-difluoro-propanoate FC=1C=C2C(=C(NC2=C(C1)F)C1=CC=C(C=C1)F)CC(C(=O)OCC)(F)F